C(C)OC(=O)C1=CC2=C(N3C(S2)=NC(=C3)C3=C(C=C2CCN(CC2=C3)C(=O)OC(C)(C)C)F)C=C1 (2-(tert-butoxycarbonyl)-6-fluoro-1,2,3,4-tetrahydroisoquinolin-7-yl)benzo[d]imidazo[2,1-b]thiazole-7-carboxylic acid ethyl ester